BrC1=NN(C2=NC=NC(=C21)N)C2CCCC2 3-Bromo-1-cyclopentyl-1H-pyrazolo[3,4-d]pyrimidin-4-amine